8-Methoxy-6-(1-methyl-1H-pyrazol-4-yl)-N-((6-methylpyridazin-3-yl)methyl)quinazolin-4-amine COC=1C=C(C=C2C(=NC=NC12)NCC=1N=NC(=CC1)C)C=1C=NN(C1)C